5-(2-furyl)-1,3,4-thiadiazole-2-amine O1C(=CC=C1)C1=NN=C(S1)N